tert-Butyl (3S)-3-[(1R)-2-[[3-[(1-acetyl-4-piperidyl)amino]-5-(1-piperidyl)benzoyl]amino]-1-hydroxy-ethyl]-7-[(4-methyloxazol-5-yl)methoxy]-3,4-dihydro-1H-isoquinoline-2-carboxylate C(C)(=O)N1CCC(CC1)NC=1C=C(C(=O)NC[C@@H](O)[C@H]2N(CC3=CC(=CC=C3C2)OCC2=C(N=CO2)C)C(=O)OC(C)(C)C)C=C(C1)N1CCCCC1